CC=1C(=NC=CC1)NC=1SC(=NN1)C1=NC=C(C=C1)OC1CCOCC1 N-(3-methyl-pyridin-2-yl)-5-(5-(tetrahydro-2H-pyran-4-yloxy)pyridin-2-yl)-1,3,4-thiadiazol-2-amine